BrC1=C(NC2=NC(=C3NC=NC3=N2)O)C=CC=C1 2-(2-bromoanilino)-6-hydroxypurine